(bicyclo[1.1.1]pentan-1-yl)-N-(2,2-diethoxyethyl)-5-methoxypyridazin-3-amine C12(CC(C1)C2)C2=C(N=NC=C2OC)NCC(OCC)OCC